BrC=1C=C(C=C2C(N(C(=NC12)C1COCCC1)C)=O)C 8-bromo-3,6-dimethyl-2-tetrahydropyran-3-yl-quinazolin-4-one